methyl (2-methyl-5-(3-((trimethylsilyl)ethynyl)-1,2,4-thiadiazol-5-yl)phenyl)glycinate CC1=C(C=C(C=C1)C1=NC(=NS1)C#C[Si](C)(C)C)NCC(=O)OC